(S)-4-(4-(3-(7-(1-ethyl-1H-imidazol-4-yl)-1,8-naphthyridin-4-yl)-6-methylimidazo[1,2-b]pyridazin-7-yl)benzyl)-2-methylmorpholine C(C)N1C=NC(=C1)C1=CC=C2C(=CC=NC2=N1)C1=CN=C2N1N=C(C(=C2)C2=CC=C(CN1C[C@@H](OCC1)C)C=C2)C